NC(CCO)CCO 3-amino-1,5-pentanediol